ClC1=C(C=C(C=C1)C1=CC(=CC=C1)OC(C)C)CC(C(=O)NC1=CC=C(C=C1)C1=NN=CN1C)NC(=O)C=1N(N=CC1)C N-[1-[[2-chloro-5-(3-isopropoxyphenyl)phenyl]methyl]-2-[4-(4-methyl-1,2,4-triazol-3-yl)anilino]-2-oxo-ethyl]-2-methyl-pyrazole-3-carboxamide